(1S,2S,5R)-1-hydroxy-N-(4-methoxyphenyl)-5-methyl-2-propan-2-ylcyclohexane-1-carboxamide O[C@@]1([C@@H](CC[C@H](C1)C)C(C)C)C(=O)NC1=CC=C(C=C1)OC